FC=1C(=CC(=NC1)OC)C1=NNC(=C1)C(=O)N1C2(CC2)C[C@H](CC1)C(=O)NCC=1NC(=CN1)C(F)(F)F (S)-4-(3-(5-fluoro-2-methoxypyridin-4-yl)-1H-pyrazole-5-carbonyl)-N-((5-(trifluoromethyl)-1H-imidazol-2-yl)methyl)-4-azaspiro[2.5]octane-7-carboxamide